8-(3,5-Dichlorophenyl)-4-isopropoxyquinolin-3-amine ClC=1C=C(C=C(C1)Cl)C=1C=CC=C2C(=C(C=NC12)N)OC(C)C